6-methoxy-2-naphthyl-1,3-butanedione COC=1C=C2C=CC(=CC2=CC1)C(CC(C)=O)=O